COC1=C(C(=CC=C1)OC[C@H]1OCCCC1)C1=CC(=NN1)NC=1N=CC(=NC1)C#N (S)-5-((5-(2-methoxy-6-((tetrahydro-2H-pyran-2-yl)methoxy)phenyl)-1H-pyrazol-3-yl)amino)pyrazine-2-carbonitrile